1-(2-Fluoro-4-pyridyl)-10-propargyl-1,4,7,10-tetraoxadecane FC1=NC=CC(=C1)OCCOCCOCCOCC#C